N[C@H](C)C1=C(OCC[C@@H](C)NC2=C(C=NC3=CC=C(N=C23)Cl)F)C=CC(=C1)F N-((R)-4-(2-((R)-1-aminoethyl)-4-fluorophenoxy)butan-2-yl)-6-chloro-3-fluoro-1,5-naphthyridine-4-amine